ClC1=CN(C=2N=C(C=C(C21)NC2CCC2)Cl)COCC[Si](C)(C)C 3,6-dichloro-N-cyclobutyl-1-((2-(trimethylsilyl)ethoxy)methyl)-1H-pyrrolo[2,3-b]pyridin-4-amine